COC1=C(C2=C(N=C1)N(C=C2)[Si](C(C)C)(C(C)C)C(C)C)C(=O)C2CC(C2)NC(OC(C)(C)C)=O tert-butyl N-[3-(5-methoxy-1-triisopropylsilyl-pyrrolo[2,3-b]pyridine-4-carbonyl)cyclobutyl]carbamate